(R)-5-{4-[4-(3,5-dimethylpyridin-2-yl)-2,2-dimethylpiperazine-1-carbonyl]phenyl}-5-methylimidazolidine-2,4-dione CC=1C(=NC=C(C1)C)N1CC(N(CC1)C(=O)C1=CC=C(C=C1)[C@@]1(C(NC(N1)=O)=O)C)(C)C